FC1=CC=CC=C1F 4,5-difluorobenzene